C1(=CC=CC=C1)C=1C=NC=C(C1)[C@@H](C)\C=C\C1=CC=CC=C1 (S,E)-3-phenyl-5-(4-phenyl-3-butene-2-yl)pyridine